5-Fluoro-4-methyl-2-nitrobenzoic acid isopropyl ester C(C)(C)OC(C1=C(C=C(C(=C1)F)C)[N+](=O)[O-])=O